Methyl 2-[acetyl(methyl)amino]-5-(4,4,5,5-tetramethyl-1,3,2-dioxaborolan-2-yl)benzoate C(C)(=O)N(C1=C(C(=O)OC)C=C(C=C1)B1OC(C(O1)(C)C)(C)C)C